2-(2-((5-(3-(aminomethyl)phenyl)-1H-indazol-3-yl)methoxy)phenyl)acetic acid NCC=1C=C(C=CC1)C=1C=C2C(=NNC2=CC1)COC1=C(C=CC=C1)CC(=O)O